1,3-dithiaheptane SCSCCCC